ClC1=C2C(=C(N=N1)C)C=NC(=C2)C2CCNCC2 1-chloro-4-methyl-7-(piperidin-4-yl)pyrido[3,4-d]pyridazine